N1=CC(=CC=C1)C1C(NC2(CC2)C1)=O 6-(pyridin-3-yl)-4-azaspiro[2.4]heptan-5-one